isopropyl 2-chloro-4-((1-(methylsulfonyl)indolin-7-yl)amino)pyrimidin-5-carboxylate ClC1=NC=C(C(=N1)NC=1C=CC=C2CCN(C12)S(=O)(=O)C)C(=O)OC(C)C